C(C)(C)(C)OC(=O)C(CCC[C@H](N)C(=O)O)N 6-(tert-Butoxycarbonyl)-L-lysine